BrC1=NC(=C(C=C1OCC1=CC=C(C=C1)OC)OCCCOC)OC 2-Bromo-6-methoxy-3-[(4-methoxyphenyl)methoxy]-5-(3-methoxypropoxy)pyridine